5-[4-(tert-butoxycarbonylamino)cyclohexoxy]-7-morpholino-1,6-naphthyridine-3-carboxylate C(C)(C)(C)OC(=O)NC1CCC(CC1)OC1=C2C=C(C=NC2=CC(=N1)N1CCOCC1)C(=O)[O-]